6-fluoro-7-(2-Fluoro-4-methoxyphenyl)-1-(2-isopropylphenyl)-4-(4-(3-(2-methoxyethoxy)propionyl)piperazine-1-yl)quinolin-2(1H)-one FC=1C=C2C(=CC(N(C2=CC1C1=C(C=C(C=C1)OC)F)C1=C(C=CC=C1)C(C)C)=O)N1CCN(CC1)C(CCOCCOC)=O